tert-butyl (S)-(5-(2-amino-6-chloro-7-(dimethylcarbamoyl)-1H-benzo[d]imidazol-1-yl)hexyl)carbamate NC1=NC2=C(N1[C@H](CCCCNC(OC(C)(C)C)=O)C)C(=C(C=C2)Cl)C(N(C)C)=O